(4R)-4-[3-[3-[6-(2-chlorophenoxy)-3-pyridyl]azetidin-1-yl]-3-oxo-propyl]oxazolidin-2-one ClC1=C(OC2=CC=C(C=N2)C2CN(C2)C(CC[C@H]2NC(OC2)=O)=O)C=CC=C1